COC1=C2C(NC(=NC2=CC(=C1)OC)C=1C=C(C2=C(CCO2)C1)C)=O 5,7-dimethoxy-2-(7-methyl-2,3-dihydrobenzofuran-5-yl)-3H-quinazolin-4-one